4-Bromo-N-methyl-2-pyridinamine BrC1=CC(=NC=C1)NC